NC1=C(C=CC(=C1)NCC1=CC=C(C=C1)OC(F)(F)F)NC(CCC#C)=O N-(2-Amino-4-((4-(trifluoromethoxy)benzyl)amino)phenyl)pent-4-ynamid